[4-(5-tert-Butyl-1,3,4-oxadiazol-2-yl)-3-fluoro-phenyl]-[4-(5-chlorooxazolo[4,5-b]pyridin-2-yl)piperazin-1-yl]methanone C(C)(C)(C)C1=NN=C(O1)C1=C(C=C(C=C1)C(=O)N1CCN(CC1)C=1OC=2C(=NC(=CC2)Cl)N1)F